C1(=CC=C(C=C1)NC=1C=CC2=C(OC3=C2C=CC=C3)C1)C1=CC=CC=C1 N-[1,1'-biphenyl]-4-yl-3-dibenzofuranamine